5-(3-chloro-2-fluoropyridin-4-yl)-3-((thiazol-2-ylmethyl)amino)-4H-benzo[e][1,2,4]thiadiazine 1,1-dioxide ClC=1C(=NC=CC1C1=CC=CC2=C1NC(=NS2(=O)=O)NCC=2SC=CN2)F